C(=O)O.FC1=NNC=C1C=1OC=C(N1)C(=O)NC=1C(=NN(C1)C1CCC(CC1)N1CCOCC1)C1=NC=CN=C1 2-(3-fluoro-1H-pyrazol-4-yl)-N-(1-((1r,4r)-4-morpholinylcyclohexyl)-3-(pyrazin-2-yl)-1H-pyrazol-4-yl)oxazole-4-carboxamide formate